N-(5-Cyano-6-(2H-1,2,3-triazol-2-yl)pyridin-3-yl)-1-(1-methyl-1H-pyrazolo-[3,4-b]pyridin-3-yl)-5-(trifluoromethyl)-1H-pyrazol-4-carboxamid C(#N)C=1C=C(C=NC1N1N=CC=N1)NC(=O)C=1C=NN(C1C(F)(F)F)C1=NN(C2=NC=CC=C21)C